C(C1=CC=CC=C1)(=O)[C@@](C=O)(O)[C@@](O)([C@@](O)([C@H](O)C(O)C(C1=CC=CC=C1)=O)C(C1=CC=CC=C1)=O)C(C1=CC=CC=C1)=O 2,3,4,6-Tetrabenzoylgalactose